1-(2-amino-4,5-dimethoxyphenyl)ethanone NC1=C(C=C(C(=C1)OC)OC)C(C)=O